C(=CC)CC(COC)OC 3-propenyl-1,2-dimethyl-oxypropane